BrC=1C=C(C=C(C1)NS(=O)(=O)C)NC(=O)C=1C=NN(C1)C1=NC(=CC=C1)OC(F)F N-(3-bromo-5-(methylsulfonamido)phenyl)-1-(6-(difluoromethoxy)pyridin-2-yl)-1H-pyrazole-4-carboxamide